C(C=C)C1C(N([C@@H]([C@H](C1)C1=CC(=CC=C1)Cl)C1=CC=C(C=C1)Cl)[C@H](C(=O)OCC)CC)=O (S)-ethyl 2-((5R,6S)-3-allyl-5-(3-chlorophenyl)-6-(4-chlorophenyl)-2-oxopiperidin-1-yl)butanoate